BrC=1C=CC2=CN(C(N=C2C1)CCN1C(CCC1=O)(C)C)CCC=1C=C2C(=NC1)C(C(N2C)=O)(C)C 7-bromo-2-(2-(2,2-dimethyl-5-oxopyrrolidin-1-yl)ethyl)-3-(2-(1,3,3-trimethyl-2-oxo-2,3-dihydro-1H-pyrrolo[3,2-b]pyridin-6-yl)ethyl)quinazolin